5-nitro-4-(pyridin-4-yl)-8-methoxyquinoline [N+](=O)([O-])C1=C2C(=CC=NC2=C(C=C1)OC)C1=CC=NC=C1